ClC=1N=C(SC1C(=O)NCC1=NC=C(C=C1F)F)N1CCC(CC1)N1C[C@@H](CCC1)C 4-Chloro-N-[(3,5-difluoropyridin-2-yl)methyl]-2-[(3R)-3-methyl[1,4'-bipiperidin]-1'-yl]-1,3-thiazole-5-carboxamide